BrC=1C=C(C=C(C1)Cl)NC(=O)C=1SC(=CC1S(N(C)C1=CC(=C(C=C1)OCC)OC)(=O)=O)Cl N-(3-bromo-5-chlorophenyl)-5-chloro-3-(N-(4-ethoxy-3-methoxyphenyl)-N-methylsulfamoyl)thiophene-2-carboxamide